2-methyl-N-(quinolin-8-yl)-6-(trifluoromethyl)pyridine-3-sulfonamide CC1=NC(=CC=C1S(=O)(=O)NC=1C=CC=C2C=CC=NC12)C(F)(F)F